CC1=NNC(=C1/N=N/C=1C=NC=CC1)C (E)-3-((3,5-Dimethyl-1H-pyrazol-4-yl)diazenyl)pyridine